[2-[(2S)-2-(hydroxymethyl)piperidine-1-carbonyl]phenyl]propionitrile OC[C@H]1N(CCCC1)C(=O)C1=C(C=CC=C1)C(C#N)C